(R)-hydroxyketone OC(=O)O